((((2,2'-dimethyl-[1,1'-biphenyl]-3,3'-diyl)bis(oxy))bis(propane-3,1-diyl))bis(azanediyl))bis(1-phenylpropane-1,3-diol) CC1=C(C=CC=C1OCCCNC(CCO)(O)C1=CC=CC=C1)C1=C(C(=CC=C1)OCCCNC(CCO)(O)C1=CC=CC=C1)C